O=C1N2C3=C(C=C(C=C3C1)C#N)OCCC2 6-oxo-3,4,6,7-tetrahydro-2H-[1,4]oxazepino[2,3,4-hi]indole-9-carbonitrile